4-chloro-1-(4-fluoro-2-methoxy-phenyl)-6-methyl-pyrazolo[3,4-d]pyrimidine ClC1=C2C(=NC(=N1)C)N(N=C2)C2=C(C=C(C=C2)F)OC